ClC=1C=C2NC(C(N(C2=CC1C(F)(F)F)C=1C(=NC=CC1)C)=O)=O 6-chloro-1-(2-methylpyridin-3-yl)-7-(trifluoromethyl)-1,4-dihydroquinoxaline-2,3-dione